ClC1=NN(C=C1C1=NC=CC(=N1)NC=1N=CC2=C(C=CC(=C2C1)C(C)C)N1CC(C1)NC(OC)=O)C Methyl (1-(3-((2-(3-chloro-1-methyl-1H-pyrazol-4-yl)pyrimidin-4-yl)amino)-5-isopropylisoquinolin-8-yl)azetidin-3-yl)carbamate